2H-pyran-3-ylcarboxylic acid methyl ester COC(=O)C=1COC=CC1